ethyl 2,6-dimethyl-4-(trifluoromethyl)pyridine-3-carboxylate CC1=NC(=CC(=C1C(=O)OCC)C(F)(F)F)C